4-fluoro-N-{[3-fluoro-4-(1-methylcyclopropyl)phenyl](phenyl)methyl}-1-[2-(1-oxo-2,3-dihydro-1H-isoindol-2-yl)acetyl]pyrrolidine-2-carboxamide FC1CC(N(C1)C(CN1C(C2=CC=CC=C2C1)=O)=O)C(=O)NC(C1=CC=CC=C1)C1=CC(=C(C=C1)C1(CC1)C)F